3'-amino-deoxyadenosine N[C@@]1(C[C@@H](O[C@@H]1CO)N1C=NC=2C(N)=NC=NC12)O